4-methoxy-N-[(1R,2R)-2-{[1-(naphthalen-1-yl)ethyl]amino}cyclohexyl]benzene-1-sulfonamide COC1=CC=C(C=C1)S(=O)(=O)N[C@H]1[C@@H](CCCC1)NC(C)C1=CC=CC2=CC=CC=C12